CC(=CCC[C@@](C)(C=C)O)C R-(-)-linalool